COC(=O)C1=CC=C2C=CC=[N+](C2=C1C)[O-] 7-(methoxycarbonyl)-8-methylquinoline 1-oxide